F[C@@H]1[C@@H](C1)C(=O)NC=1N=C2N(C=C(C=C2)C=2C=NC(=CC2C)F)C1 (1S,2S)-2-fluoro-N-(6-(6-fluoro-4-methylpyridin-3-yl)imidazo[1,2-a]pyridin-2-yl)cyclopropanecarboxamide